5-((R)-1-((tert-butyldiphenylsilyl)oxy)propyl)-5-methyl-oxazolidin-2-one [Si](C1=CC=CC=C1)(C1=CC=CC=C1)(C(C)(C)C)O[C@H](CC)C1(CNC(O1)=O)C